tert-butyl (1S,4S)-5-(5-(1-(4-(5-(difluoromethyl)-1,3,4-oxadiazol-2-yl)-2-fluorobenzyl)-1H-1,2,3-triazol-4-yl)-2-fluorophenyl)-2,5-diazabicyclo[2.2.1]heptan-2-carboxylate FC(C1=NN=C(O1)C1=CC(=C(CN2N=NC(=C2)C=2C=CC(=C(C2)N2[C@@H]3CN([C@H](C2)C3)C(=O)OC(C)(C)C)F)C=C1)F)F